FC1=C(C=CC(=C1)F)C1=NC=C(C=C1)C(F)(F)F.[Ir] iridium (2-(2,4-difluorophenyl)-5-trifluoromethylpyridine)